(2R,3S,4S,5S)-N-(3-carbamoyl-4-fluoro-phenyl)-3-[2-(difluoromethoxy)-4-fluoro-phenyl]-4,5-dimethyl-5-(trifluoromethyl)tetrahydrofuran-2-carboxamide C(N)(=O)C=1C=C(C=CC1F)NC(=O)[C@@H]1O[C@@]([C@H]([C@H]1C1=C(C=C(C=C1)F)OC(F)F)C)(C(F)(F)F)C